CN(C(=O)SC1=C(C(=O)[O-])C=C(C=C1)I)C 2-(dimethylcarbamoylsulfanyl)-5-iodo-benzoate